N-(4-fluoro-3-methylphenyl)-1,2,6-trimethyl-8-oxo-1,4,5,6,7,8-hexahydropyrrolo[2,3-c]azepine-3-carboxamide FC1=C(C=C(C=C1)NC(=O)C1=C(N(C=2C(NC(CCC21)C)=O)C)C)C